1-(tert-butyloxycarbonyl)-4-piperidinecarboxylic acid C(C)(C)(C)OC(=O)N1CCC(CC1)C(=O)O